(e)-3-((1R,3S,5S)-3-((7-((5-methyl-1H-pyrazol-3-yl)amino)-1,6-naphthyridin-5-yl)amino)-8-azabicyclo[3.2.1]oct-8-yl)propionitrile CC1=CC(=NN1)NC1=NC(=C2C=CC=NC2=C1)NC1C[C@H]2CC[C@@H](C1)N2CCC#N